ClC1=CC2=C(OC(CN2)C=CC2=C(C(=O)NCC(=O)N3C(CC(C3)(F)F)C#N)C=CN=C2)C=C1 3-(2-(6-chloro-3,4-dihydro-2H-benzo[b][1,4]oxazin-2-yl)vinyl)-N-(2-(2-cyano-4,4-difluoropyrrolidin-1-yl)-2-oxoethyl)isonicotinamide